4-(6-Methoxy-1-methyl-1H-indazol-5-yl)-N-(5-(2-methoxynicotinoyl)-5,6-dihydro-4H-pyrrolo[3,4-d]thiazol-2-yl)-6-methylnicotinamide COC1=C(C=C2C=NN(C2=C1)C)C1=CC(=NC=C1C(=O)NC=1SC2=C(N1)CN(C2)C(C2=C(N=CC=C2)OC)=O)C